NC1=C(C)C(=CC(=C1N)CC)CC 2,3-diamino-4,6-diethyltoluene